6-[(1R,3R,5S)-3-[[5-cyclopropyl-3-(2,6-dichlorophenyl)-1,2-oxazol-4-yl]carbonyloxy]-8-azabicyclo[3.2.1]octan-8-yl]-1,2-benzoxazole-3-carboxylic acid C1(CC1)C1=C(C(=NO1)C1=C(C=CC=C1Cl)Cl)C(=O)OC1C[C@H]2CC[C@@H](C1)N2C2=CC1=C(C(=NO1)C(=O)O)C=C2